(E)-N-(5-chloro-4-((4-phenoxyphenyl)amino)quinazolin-6-yl)-4-(diethylamino)but-2-enamide ClC1=C2C(=NC=NC2=CC=C1NC(\C=C\CN(CC)CC)=O)NC1=CC=C(C=C1)OC1=CC=CC=C1